tert-Butyl N-[2-(3-cyanophenyl)-1-[7-(4-methylpiperazin-1-yl)-1,3-benzothiazol-2-yl]ethyl]carbamate C(#N)C=1C=C(C=CC1)CC(C=1SC2=C(N1)C=CC=C2N2CCN(CC2)C)NC(OC(C)(C)C)=O